N1CC(C1)N1C(=NC2=C1C=C(C=C2F)C2=NC(=NC=C2F)N[C@H]2[C@@H](CN(CC2)S(=O)(=O)C)O)C (3r,4r)-4-({4-[1-(azetidin-3-yl)-4-fluoro-2-methyl-1H-benzoimidazol-6-yl]-5-fluoropyrimidin-2-yl}amino)-1-(methanesulfonyl)piperidin-3-ol